C(CCC)(=O)OC(CC)(C)C 1,1-dimethylpropyl butyrate